FC1(CC(C1)CNC1C(CCCC1)N(C=1C=C2C(N(C(C2=CC1)=O)C1C(NC(CC1)=O)=O)=O)C)F 5-((2-(((3,3-Difluorocyclobutyl)methyl)amino)cyclohexyl)(methyl)amino)-2-(2,6-dioxopiperidin-3-yl)isoindolin-1,3-dion